4-benzyl-5-chloro-N2-(5-(4-methylpiperazin-1-yl)pyridin-2-yl)pyrimidine-2,4-diamine C(C1=CC=CC=C1)C1(NC(=NC=C1Cl)NC1=NC=C(C=C1)N1CCN(CC1)C)N